2-(3-(4-methoxybenzyl)-1-(1-methylpiperidin-4-yl)-1H-1,2,4-triazol-5-yl)morpholine COC1=CC=C(CC2=NN(C(=N2)C2CNCCO2)C2CCN(CC2)C)C=C1